2-(6-chloroquinoxalinyl)-5-(2-pyridyl)-1,4-pentadiene ClC=1C=C2N=CC(=NC2=CC1)C(=C)CC=CC1=NC=CC=C1